4-amino-N-(1-methylcyclopropyl)-3-[(5-methyl-1,3,4-oxadiazol-2-yl)amino]benzenesulfonamide NC1=C(C=C(C=C1)S(=O)(=O)NC1(CC1)C)NC=1OC(=NN1)C